[C@H]12CN(C[C@H](CC1)N2)C2=NC(=NC1=C(C(=C(C=C21)OC2=C(C#N)C=CC=C2)C2=CC(=CC1=CC=CC=C21)O)F)OC[C@H]2N(CCC2)C 2-((4-((1R,5S)-3,8-diazabicyclo[3.2.1]octan-3-yl)-8-fluoro-7-(3-hydroxynaphthalen-1-yl)-2-(((S)-1-methylpyrrolidin-2-yl)methoxy)quinazolin-6-yl)oxy)benzonitrile